C(C)(=O)N1CCC(CC1)N1C(N(C2=NC=CC=C21)CC2=NC=C(C=C2)C=2OC(=NN2)C(F)F)=O 1-(1-acetylpiperidine-4-yl)-3-((5-(5-(difluoromethyl)-1,3,4-oxadiazole-2-yl)pyridine-2-yl)methyl)-1,3-dihydro-2H-imidazo[4,5-b]pyridine-2-one